NC1=NC=CC=C1C1=NC=2C(=NC(=CC2)Br)N1C=1C=C2CC[C@@H](C2=CC1)NC(C)=O N-[(1S)-5-[2-(2-aminopyridin-3-yl)-5-bromoimidazo[4,5-b]pyridin-3-yl]-2,3-dihydro-1H-inden-1-yl]acetamide